C1(CC1)C(=O)NC1=CC(=C(N=N1)C(=O)NC([2H])([2H])[2H])NC1=C(C(=CC=C1)C1=NN(C=N1)C)N(C)C 6-(Cyclopropanecarboxamido)-4-((2-(dimethylamino)-3-(1-methyl-1H-1,2,4-triazol-3-yl)phenyl)amino)-N-(methyl-d3)Pyridazine-3-carboxamide